BrC1=CC(=C(C=C1C)NC1=NN(C2=CC=CC=C12)C([2H])([2H])[2H])C N-(4-bromo-2,5-dimethylphenyl)-1-(methyl-d3)-1H-indazol-3-amine